COC1=C(C=CC=C1C1=NN(N=C1)C)NC=1C=C(N=NC1C(NC([2H])([2H])[2H])=O)NC(OCC)=O ethyl N-(5-{[2-methoxy-3-(2-methyl-2H-1,2,3-triazol-4-yl)phenyl]amino}-6-[(2H3)methylcarbamoyl]pyridazin-3-yl)carbamate